C1=CC=C(C=C1)CC2=CC(=O)C(=CN2)C(=O)N The molecule is a member of the class of 4-pyridones that is 4-pyridone in which the hydrogens at positions 3 and 6 have been replaced by aminocarbonyl and benzyl groups, respectively. It has been isolated from the Cynodon dactylon-associated endophytic fungus Cladosporium herbarum IFB-E002 and from a sponge-derived Aspergillus niger. It has a role as an Aspergillus metabolite. It is a member of 4-pyridones, a monocarboxylic acid amide and an alkaloid.